COC(NC=1NC2=C(N1)C=CC=C2)=O N-(2-benzimidazolyl)-carbamic acid methyl ester